COCC12CCC(CC1)N2 4-(methoxymethyl)-7-azabicyclo[2.2.1]heptan